tert-butyl (2R,4R)-4-hydroxy-2-(thiophene-2-carbonyl)pyrrolidine-1-carboxylate O[C@@H]1C[C@@H](N(C1)C(=O)OC(C)(C)C)C(=O)C=1SC=CC1